N-(2-((4-(6-((4,4-difluorocyclohexyl)methyl)-2,6-diazaspiro[3.4]octan-2-yl)pyrimidin-5-yl)oxy)-5-fluorophenyl)-N-ethylisobutyramide FC1(CCC(CC1)CN1CC2(CN(C2)C2=NC=NC=C2OC2=C(C=C(C=C2)F)N(C(C(C)C)=O)CC)CC1)F